Br.N1CCOCC1 morpholine hydrobromide salt